OC1=C(C=CC=C1)C1=CC2=C(N=N1)NC(=C2CCO[C@@H]2COCC2)C2C[C@H]1COC[C@@H](C2)N1C(C=C)=O 1-((1R,5S,7r)-7-(3-(2-hydroxyphenyl)-5-(2-(((S)-tetrahydrofuran-3-yl)oxy)ethyl)-7H-pyrrolo[2,3-c]pyridazin-6-yl)-3-oxa-9-azabicyclo[3.3.1]nonan-9-yl)prop-2-en-1-one